C1=CC=CC=2C3=CC=CC=C3C(C12)N([C@H](C(=O)O)CC1=CC=C(C=C1)F)C(=O)OC (2S)-2-(9H-fluoren-9-yl-methoxycarbonylamino)-3-(4-fluorophenyl)propanoic acid